[I-].C(C)OC(=O)C1CC[NH+](CC1)C 4-(ethoxycarbonyl)-1-methylpiperidin-1-ium iodide